(6R)-6-(1-(8-isobutyl-8-azabicyclo[3.2.1]oct-3-yl)piperidin-4-yl)-2-(4-(methylsulfonyl)phenyl)-5,6,7,8-tetrahydroimidazo[1,2-a]pyridine C(C(C)C)N1C2CC(CC1CC2)N2CCC(CC2)[C@H]2CCC=1N(C2)C=C(N1)C1=CC=C(C=C1)S(=O)(=O)C